C(C)(C)(C)OC(=O)C1=NN(C2=NC(=CC=C21)N2CCCCCC2)C 6-(azepan-1-yl)-1-methyl-pyrazolo[3,4-b]pyridine-3-carboxylic acid tert-butyl ester